4'-((1-(2-(2,4-difluorophenyl)-2-hydroxy-3-(1H-1,2,4-triazol-1-yl)propyl)piperidin-4-yl)amino)-[1,1'-biphenyl]-4-carbonitrile FC1=C(C=CC(=C1)F)C(CN1CCC(CC1)NC1=CC=C(C=C1)C1=CC=C(C=C1)C#N)(CN1N=CN=C1)O